lithium 1-(2-(3-butylcyclopenta-2,4-dien-1-ide-1-yl)-1,1,2,2-tetramethyldisilanyl)-2-methyl-4-phenyl-1,5,6,7-tetrahydro-s-indacen-1-ide C(CCC)C1=C[C-](C=C1)[Si]([Si](C)(C)[C-]1C(=CC2=C(C=3CCCC3C=C12)C1=CC=CC=C1)C)(C)C.[Li+].[Li+]